ClC=1C=C(OCC(=O)O)C=C(C1CC1=CC(=C(C=C1)O)C=1C=NOC1)Cl 2-[3,5-dichloro-4-[(4-hydroxy-3-isoxazol-4-yl-phenyl)methyl]phenoxy]acetic acid